FC1=CC=CC=2C(=N[C@@H](C(NC21)=O)NC(=O)C=2C(=NN1C2O[C@@H](CC1)C)C1=COC=C1)C1=CC=CC=C1 (5R)-N-[(3S)-9-fluoro-2-oxo-5-phenyl-1,3-dihydro-1,4-benzodiazepin-3-yl]-2-(3-furyl)-5-methyl-6,7-dihydro-5H-pyrazolo[5,1-b][1,3]oxazine-3-carboxamide